(3,5-difluoro-2-hydroxy-phenyl)boronic acid FC=1C(=C(C=C(C1)F)B(O)O)O